ClC=1C=C(CN2C(N(C=3N=C(N(C3C2=O)C)NC2=CC(=NC=C2)[C@@H]2[C@@H](C2)C(=O)OCC)C)=O)C=CC1Cl |r| (±)-cis-ethyl 2-(4-((1-(3,4-dichlorobenzyl)-3,7-dimethyl-2,6-dioxo-2,3,6,7-tetrahydro-1H-purin-8-yl)amino)pyridin-2-yl)cyclopropanecarboxylate